[N+](=O)([O-])C=1C(=C(C(=CC1C)C)C(=O)P(=O)(C1=CC=CC=C1)OCC)C (3-nitro-2,4,6-trimethyl-phenyl)-[ethoxy(phenyl)phosphoryl]methanone